1-((8-((4'-chloro-2-methyl-3'-(3-morpholinopropoxy)-[1,1'-biphenyl]-3-yl)amino)-1,7-naphthyridin-3-yl)methyl)piperidine-2-acetic acid ClC1=C(C=C(C=C1)C1=C(C(=CC=C1)NC=1N=CC=C2C=C(C=NC12)CN1C(CCCC1)CC(=O)O)C)OCCCN1CCOCC1